(1aS,5aS)-2-(2,4-Difluoro-phenyl)-1a,2,5,5a-tetrahydro-1H-2,3-diaza-cyclopropa[a]pentalene-4-carboxylic acid ((R)-2-hydroxy-1-pyridin-4-yl-ethyl)-amide OC[C@@H](C1=CC=NC=C1)NC(=O)C=1C=2C[C@H]3[C@@H](C2N(N1)C1=C(C=C(C=C1)F)F)C3